3-Trifluoroacetamidopropyl 2-azido-3,4,6-tri-O-benzyl-2-deoxy-α-D-glucopyranosyl-(1→3)-2,4,6-tri-O-acetyl-β-D-galactopyranoside N(=[N+]=[N-])[C@H]1[C@H](O[C@@H]([C@H]([C@@H]1OCC1=CC=CC=C1)OCC1=CC=CC=C1)COCC1=CC=CC=C1)O[C@@H]1[C@H]([C@H](OCCCNC(C(F)(F)F)=O)O[C@@H]([C@@H]1OC(C)=O)COC(C)=O)OC(C)=O